7-morpholino-5-(3-phenylpyrazol-1-yl)pyrazolo[1,5-a]pyrimidine-2-carboxamide O1CCN(CC1)C1=CC(=NC=2N1N=C(C2)C(=O)N)N2N=C(C=C2)C2=CC=CC=C2